FC=1C=C(CN2C(=NC3=NC=C(C=C32)N3C=CC=2C3=NC(=CN2)OC)C)C=CC1 1-(3-fluorobenzyl)-6-(3-methoxy-5H-pyrrolo[2,3-b]pyrazin-5-yl)-2-methyl-1H-imidazo[4,5-b]pyridine